CC=1C=CC(=C(C1)C=1C(=C(C(=CC1O)CCCCC)S(=O)(=O)C)O)C(=C)C 5'-methyl-3-(methylsulfonyl)-4-pentyl-2'-(prop-1-en-2-yl)-[1,1'-biphenyl]-2,6-diol